3-(isopropylsulfonylmethyl)-N-(5-methyl-1,3,4-oxadiazol-2-yl)-5-(trifluoromethyl)-[1,2,4]triazolo[4,3-a]pyridine-8-carboxamide C(C)(C)S(=O)(=O)CC1=NN=C2N1C(=CC=C2C(=O)NC=2OC(=NN2)C)C(F)(F)F